3,3-Dibutyl-8-hydroxy-7-methoxy-5-phenyl-2,3,4,5-tetrahydro-1,5-benzothiazepine 1,1-dioxide C(CCC)C1(CS(C2=C(N(C1)C1=CC=CC=C1)C=C(C(=C2)O)OC)(=O)=O)CCCC